6-((4-(7-(trifluoromethyl)-[1,2,4]triazolo[1,5-a]pyridin-6-yl)piperidin-1-yl)sulfonyl)benzo[d]thiazole FC(C1=CC=2N(C=C1C1CCN(CC1)S(=O)(=O)C1=CC3=C(N=CS3)C=C1)N=CN2)(F)F